(R)-N-(5-(5-ethyl-1,2,4-oxadiazol-3-yl)-2,3-dihydro-1H-inden-1-yl)-3-methylisoxazole-4-carboxamide C(C)C1=NC(=NO1)C=1C=C2CC[C@H](C2=CC1)NC(=O)C=1C(=NOC1)C